C(CCCCCCCCCCCC)(=O)[O-].P(=O)(O)([O-])O.[Na+].[Na+] disodium hydrogen phosphate tridecylate